(S)-1-(2-(2-bromo-6-chloropyridin-4-yl)piperazin-1-yl)prop-2-en-1-one BrC1=NC(=CC(=C1)[C@@H]1N(CCNC1)C(C=C)=O)Cl